3-(2-fluoro-4-nitro-phenoxy)pyrazolo[1,5-a]pyridine FC1=C(OC=2C=NN3C2C=CC=C3)C=CC(=C1)[N+](=O)[O-]